(2-methoxyphenyl)quinazoline COC1=C(C=CC=C1)C1=NC2=CC=CC=C2C=N1